FC(C(C(C)C)N)(F)F 1,1,1-trifluoro-3-methylbutan-2-amine